(S)-4-amino-7-(methoxymethyl)-N,3-dimethyl-N-(2-(trifluoromethyl)-5,8-dihydro-6H-pyrano[3,4-b]pyridin-5-yl)imidazo[1,5-a]quinoxaline-8-carboxamide NC=1C=2N(C3=CC(=C(C=C3N1)COC)C(=O)N([C@@H]1COCC3=NC(=CC=C31)C(F)(F)F)C)C=NC2C